BrC=1N=C(OC1C(=O)N1[C@@H](C2=C(CC1)NC=N2)C2=NN1C(C(=CC=C1)Cl)=C2)C(C)(C)O (S)-(4-bromo-2-(2-hydroxypropan-2-yl)oxazol-5-yl)(4-(4-chloropyrazolo[1,5-a]pyridin-2-yl)-6,7-dihydro-1H-imidazo[4,5-c]pyridin-5(4H)-yl)methanone